Isobutyl-formyl-xanthine racemic-tert-butyl-2-(5-(4-chloro-2-fluorophenyl)-6,7-dimethyl-2-oxo-2,3-dihydro-1H-thieno[2,3-e][1,4]diazepin-3-yl)acetate C(C)(C)(C)C(C(=O)O)C1N=C(C2=C(NC1=O)SC(=C2C)C)C2=C(C=C(C=C2)Cl)F.C(C(C)C)C(=O)C2=NC=1NC(NC(C1N2)=O)=O